7-bromo-5-chloro-3-nitro-2-((2-(trimethylsilyl)ethoxy)methyl)-2H-pyrazolo[4,3-b]pyridine BrC=1C=2C(N=C(C1)Cl)=C(N(N2)COCC[Si](C)(C)C)[N+](=O)[O-]